FC1=NC=CC=C1[C@H](C)OC(=O)NC=1C(=NOC1C1=CC=C(C(=N1)C)NC(=O)C1CCCCC1)C (1S,2S)-2-((6-(4-(((1-(2-Fluoropyridin-3-yl)ethoxy)carbonyl)amino)-3-methylisoxazol-5-yl)-2-methylpyridin-3-yl)carbamoyl)cyclohexan